4-((benzyloxy)methyl)-2-methoxyaniline C(C1=CC=CC=C1)OCC1=CC(=C(N)C=C1)OC